amino-2-(1-cyclopropyl-1H-pyrazol-4-yl)-N-[(dimethylamino)methylene]benzenesulfonamide NC=1C(=C(C=CC1)S(=O)(=O)N=CN(C)C)C=1C=NN(C1)C1CC1